OCCOCCOCCOCCOCCN(C/C=C/C(=O)OC)C methyl (E)-4-[2-[2-[2-[2-(2-hydroxyethoxy) ethoxy]ethoxy]ethoxy]ethyl-methyl-amino]but-2-enoate